COC=1C(=C(C(=CC1)C)C=1C=2N(C=C(C1)C(=O)N)C=CN2)C 8-(3-methoxy-2,6-dimethylphenyl)imidazo[1,2-a]pyridine-6-carboxamide